C(C)OP(=O)(OCC)OCCN1N=C(C=C1C(=O)N[C@@H](C(C)C)C(=O)OCC)C1=CC(=CC=C1)C=1OC(=CN1)C(NC(CC)CC)=O ethyl (1-(2-((diethoxyphosphoryl)oxy)ethyl)-3-(3-(5-(pentan-3-ylcarbamoyl)oxazol-2-yl)phenyl)-1H-pyrazole-5-carbonyl)-L-valinate